CC1=NC(=NC(=C1)NC1=NNC(=C1)C)N1CC2CCC(C1)N2C(=O)OC(C)(C)C tert-butyl 3-(4-methyl-6-((5-methyl-1H-pyrazol-3-yl)amino)pyrimidin-2-yl)-3,8-diazabicyclo[3.2.1]octane-8-carboxylate